C(C1=CC=CC=C1)OC1=C(C=CC=C1)C1=CC=C(C=N1)C=1C=C(C=CC1)C1=NC(=CC(=N1)C1=CC=CC=C1)C1=CC=CC=C1 2-(3-(6-(2-benzyloxyphenyl)pyridin-3-yl)phenyl)-4,6-diphenylpyrimidine